C1(=CC=CC=C1)CC(=O)NCCC phenylacetyl-n-propylamine